N1=C(NCC1)C=1C=C(C=C(C1)NC(=O)NC1=CC(=CC=C1)F)OC N-[5-(4,5-dihydro-3H-imidazol-2-yl)-3-methoxyphenyl]-1-[(3-fluorophenyl)amino]methanamide